methyl (2R,4E)-2-((t-butoxycarbonyl) amino)-4-hydroxyimino-4-phenylbutyrate C(C)(C)(C)OC(=O)N[C@@H](C(=O)OC)C\C(\C1=CC=CC=C1)=N/O